N[C@@H]1C2=CC=CC=C2CC12CCN(CC2)C2=NC=C(C(N2C)=O)I 2-[(3S)-3-amino-1,3-dihydrospiro[indene-2,4'-piperidine]-1'-yl]-5-iodo-3-methylpyrimidin-4(3H)-one